C(=O)(O)C=1C=C(C=CC1C)OC M-carboxy-para-methylanisole